5-ortho-aminophenyl-10,15,20-triphenylporphyrin NC1=C(C=CC=C1)C=1C2=CC=C(N2)C(=C2C=CC(C(=C3C=CC(=C(C=4C=CC1N4)C4=CC=CC=C4)N3)C3=CC=CC=C3)=N2)C2=CC=CC=C2